Cl.N[C@@H](CC(=O)O)C(=O)N[C@H](C(=O)OCOC(=O)OC(C)C)CC1=CC=CC=C1 (S)-3-amino-4-(((S)-1-(((isopropoxycarbonyl)oxy)methoxy)-1-oxo-3-Phenylpropan-2-yl)amino)-4-oxobutyric acid hydrochloride